4H-pyran-3-carboxylic acid ethyl ester C(C)OC(=O)C1=COC=CC1